5-[1-(5-amino-2-pyridyl)-3-(trifluoromethyl)pyrazol-4-yl]-N-[3-chloro-4-(4,7-diazaspiro[2.5]octane-4-carbonyl)phenyl]-1-methylimidazole-2-carboxamide NC=1C=CC(=NC1)N1N=C(C(=C1)C1=CN=C(N1C)C(=O)NC1=CC(=C(C=C1)C(=O)N1C2(CC2)CNCC1)Cl)C(F)(F)F